5-cyclobutoxypyridazin-3-amine C1(CCC1)OC=1C=C(N=NC1)N